N-((5-methyl-3-phenylisoxazol-4-yl)carbamoyl)-6,7-dihydro-5H-pyrazolo[5,1-b][1,3]oxazine-3-sulfonamide CC1=C(C(=NO1)C1=CC=CC=C1)NC(=O)NS(=O)(=O)C=1C=NN2C1OCCC2